5-[(4-methylpiperazinyl)methyl]-2-phenylthiophene CN1CCN(CC1)CC1=CC=C(S1)C1=CC=CC=C1